CN(C(CCCCC)CCCCCCCCC)C N,N-dimethylpentadecan-6-amine